Methyl 2-[1-(1-cyclopropylethyl)-1H-pyrazol-4-yl]-5-[({1-[2-fluoro-4-(trifluoromethoxy) phenyl]cyclopropyl}carbonyl) amino]benzoate C1(CC1)C(C)N1N=CC(=C1)C1=C(C(=O)OC)C=C(C=C1)NC(=O)C1(CC1)C1=C(C=C(C=C1)OC(F)(F)F)F